bis(3-tolyl)-N,N'-diphenyl-[1,1-biphenyl]-4,4'-diamine C1(=CC(=CC=C1)C=1C(=C(C=CC1NC1=CC=CC=C1)C1=CC=C(C=C1)NC1=CC=CC=C1)C=1C=C(C=CC1)C)C